(3S,4R)-4-phenyl-3-(isoquinolin-5-ylcarbamoyl)pyrrolidine-1-carboxylic acid tert-butyl ester C(C)(C)(C)OC(=O)N1C[C@H]([C@@H](C1)C1=CC=CC=C1)C(NC1=C2C=CN=CC2=CC=C1)=O